CC=1C=C(C=2C3=C(C(NC13)=C=O)C=CC2)N2N=CC(=C2C(F)(F)F)C(=O)OCC ethyl 1-(8-methyl-2-carbonyl-1,2-dihydrobenzo[cd]indol-6-yl)-5-(Trifluoromethyl)-1H-pyrazole-4-carboxylate